CN(C)C(CO)CO 2-(N,N-dimethyl)amino-1,3-propanediol